C(C)(C)(C)OC(=O)N[C@@H]1CN(CCC1)C1=C(C=NC(=C1)Cl)C=1C=NN(C1)[C@H]1CN(CC1)C(=O)OC(C)(C)C tert-butyl (R)-3-(4-(4-((S)-3-((tert-butoxycarbonyl)amino)piperidin-1-yl)-6-chloropyridin-3-yl)-1H-pyrazol-1-yl)pyrrolidin-1-carboxylate